C12COCC(CC1)N2C2=NC(=NC(=N2)N2[C@@H](COCC2)C)C2=CC=C(C=C2)NC(=O)NC=2C=C1COC(C1=CC2)=O 1-(4-(4-(3-oxa-8-azabicyclo[3.2.1]octan-8-yl)-6-((R)-3-methylmorpholinyl)-1,3,5-triazin-2-yl)phenyl)-3-(1-oxo-1,3-dihydroisobenzofuran-5-yl)urea